O=C(CCCCCCC#N)C1=CC=CC=C1 8-Oxo-8-phenyloctanenitrile